benzyl 4-(3-bromophenoxy)piperidine-1-carboxylate BrC=1C=C(OC2CCN(CC2)C(=O)OCC2=CC=CC=C2)C=CC1